N-benzyl-2-(5-(4-(2-bromoethoxy)-2-methylphenyl)pyridin-2-yl)acetamide C(C1=CC=CC=C1)NC(CC1=NC=C(C=C1)C1=C(C=C(C=C1)OCCBr)C)=O